Cl.FC=1C=C(OCCN)C=C(C1[C@H]1N([C@@H](CC2=C3C(=CC=C12)NN=C3)C)CC(C)(C)F)F 2-(3,5-difluoro-4-((6S,8R)-7-(2-fluoro-2-methylpropyl)-8-methyl-6,7,8,9-tetrahydro-3H-pyrazolo[4,3-f]isoquinolin-6-yl)phenoxy)ethylamine hydrochloride